(5S,8R)-8-[(1S)-2,2-difluoro-1-hydroxy-7-(4-methyl-1,3-thiazol-5-yl)-2,3-dihydro-1H-inden-4-yl]-3,5-difluoro-5,6,7,8-tetrahydronaphthalene-1-carbonitrile FC1([C@H](C2=C(C=CC(=C2C1)[C@H]1CC[C@@H](C=2C=C(C=C(C12)C#N)F)F)C1=C(N=CS1)C)O)F